heptamethylhexyl ether CC(C(C(C(C)(C)OC(C(C(C(CC)C)(C)C)(C)C)(C)C)(C)C)(C)C)CC